CC=1C=C(C=C(C1C)F)B(O)O 3,4-DIMETHYL-5-FLUORO-PHENYLBORONIC ACID